6-((5-Nitropyridin-2-yl)oxy)-2,3-dihydro-[1,4]dioxin [N+](=O)([O-])C=1C=CC(=NC1)OC1=COCCO1